N[C@H]1[C@H](CCC1)NC(=O)C=1C=C2C(=NC1)C(=CN2C2=NC=C(C=N2)F)C2=CC(=CC=C2)OC(F)F N-((1S,2R)-2-aminocyclopentyl)-3-(3-(difluoromethoxy)phenyl)-1-(5-fluoropyrimidin-2-yl)-1H-pyrrolo[3,2-b]pyridine-6-carboxamide